C(C)C1=NC(=C2N1[C@@H](C(N(C2)CC)=O)C)C=2C=CC=C1C=C(N=CC21)C=2C=CC(=NC2)C(=O)NCCC#CC2=C1CN(C(C1=CC=C2)=O)C2C(NC(CC2)=O)=O 5-(8-((R)-3,7-Diethyl-5-methyl-6-oxo-5,6,7,8-tetrahydroimidazo[1,5-a]pyrazin-1-yl)isoquinolin-3-yl)-N-(4-(2-(2,6-dioxopiperidin-3-yl)-1-oxoisoindolin-4-yl)but-3-yn-1-yl)picolinamide